S1C(=CC=C1C=O)C1=CSC=C1 2,3'-bithiophene-5-formaldehyde